4-chloro-2,6-dibromoaniline ClC1=CC(=C(N)C(=C1)Br)Br